NCCCCCC(=O)NCCCCC(C(=O)OC(C)(C)C)NC(=O)N[C@@H](CCC(=O)OC(C)(C)C)C(=O)OC(C)(C)C di-tert-butyl ((6-(6-aminohexaneamido)-1-(tert-butoxy)-1-oxohexane-2-yl)carbamoyl)-L-glutamate